1,2,3,5,6,7-hexahydroimidazolo[1,2-a]pyrimidine N1CCN2C1=NCCC2